N-(3-(6-chloro-5-(trifluoromethyl)-1H-benzo[d]imidazol-2-yl)phenyl)-5-(pyridazin-3-yl)pyrimidin-2-amine ClC=1C(=CC2=C(NC(=N2)C=2C=C(C=CC2)NC2=NC=C(C=N2)C=2N=NC=CC2)C1)C(F)(F)F